pentaerythritol diisotridecyl-diphosphite C(CCCCCCCCCC(C)C)P(OP(O)(O)CCCCCCCCCCC(C)C)(O)O.OCC(CO)(CO)CO